5-(4-cyclopropyl-1H-imidazol-1-yl)-2-fluoro-N-((S)-5-((S)-1-hydroxyethyl)-5,6-dihydrobenzo[f]tetrazolo[1,5-d][1,4]oxazepin-8-yl)-4-methylbenzamide C1(CC1)C=1N=CN(C1)C=1C(=CC(=C(C(=O)NC2=CC=CC=3C=4N([C@@H](COC32)[C@H](C)O)N=NN4)C1)F)C